ClC1=CC(=C(COC2=CC=CC(=N2)N2CCN(CC2)CC2=NC3=C(N2CC2=CN=CN2C)C=CC=C3)C=C1)F 2-[(4-{6-[(4-Chloro-2-fluorobenzyl)oxy]pyridin-2-yl}piperazin-1-yl)methyl]-1-[(1-methyl-1H-imidazol-5-yl)methyl]-1H-benzimidazol